1-((3-(5-(p-tolyl)-4,5-dihydro-1H-pyrazole-1-carbonyl)-bicyclo[1.1.1]pentan-1-yl)-methyl)-1H-indazole-5-carbonitrile C1(=CC=C(C=C1)C1CC=NN1C(=O)C12CC(C1)(C2)CN2N=CC1=CC(=CC=C21)C#N)C